O1N=C(C=C1)C1CCN(CC1)CC=1C=C2CN(C(C2=CC1)=O)N1C(NC(CC1)=O)=O 1-(5-((4-(isoxazol-3-yl)piperidin-1-yl)methyl)-1-oxoisoindolin-2-yl)dihydropyrimidine-2,4(1H,3H)-dione